The molecule is an amino disaccharide consisting of an alpha-L-fucosyl residue attached to N-acetyl-beta-Dglucosamine by a (1->4)-glycosidic linkage. It has a role as an epitope. It is an amino disaccharide and a glucosamine oligosaccharide. C[C@H]1[C@H]([C@H]([C@@H]([C@@H](O1)O[C@@H]2[C@H](O[C@H]([C@@H]([C@H]2O)NC(=O)C)O)CO)O)O)O